FC(C1=C(C(=CC=C1)C)C(C)=O)F 1-(2-(difluoromethyl)-6-methylphenyl)ethan-1-one